5-Chloro-N-methyl-7-(prop-1-en-2-yl)-1H-pyrrolo[2,3-c]pyridine-3-carboxamide ClC=1C=C2C(=C(N1)C(=C)C)NC=C2C(=O)NC